OC=1C(=NC=C(C1C)C1=CN=C(O1)C1=CC=CC=C1)C(=O)NCC(=O)OC methyl (3-hydroxy-4-methyl-5-(2-phenyloxazol-5-yl)picolinoyl)glycinate